FC=1C(=NC=CC1)C1=NN(C=C1NC(=O)C=1N=C(SC1)C=1C=NNC1)C1CC(C1)OCC(F)(F)F N-(3-(3-fluoropyridin-2-yl)-1-((1s,3s)-3-(2,2,2-trifluoroethoxy)cyclobutyl)-1H-pyrazol-4-yl)-2-(1H-pyrazol-4-yl)thiazole-4-carboxamide